OCCCCCOC1OCCC1 2-(5-hydroxypentoxy)tetrahydrofuran